C(C)(C)(C)OC(=O)N1C(CNCC1)C=1C2=C(N=C(N1)SC)NCCC2 (2-(methylsulfanyl)-5,6,7,8-tetrahydropyrido[2,3-d]pyrimidin-4-yl)piperazine-1-carboxylic acid tert-butyl ester